2,4,6-Trimethylbenzoyl-methoxy-phenylphosphin oxid CC1=C(C(=O)P(C2=CC=CC=C2)(OC)=O)C(=CC(=C1)C)C